COC(C(CCC(=O)O)[N+]#[C-])=O 2-ISOCYANOGLUTARIC ACID METHYL ESTER